4'-[(1-{[3-methoxy-4-(trifluoromethyl)phenyl]carbamoyl}-D-prolyl)amino][1,1'-biphenyl]-4-carboxylic acid COC=1C=C(C=CC1C(F)(F)F)NC(=O)N1[C@H](CCC1)C(=O)NC1=CC=C(C=C1)C1=CC=C(C=C1)C(=O)O